CN(C)CC=1C=2C=C3C(=NC2C=CC1O)C1=CC2=C(C(N1C3)=O)COC([C@]2(O)CC)=O (S)-10-((dimethylamino)methyl)-4-ethyl-4,9-dihydroxy-1,12-dihydro-14H-pyrano[3',4':6,7]indolizino[1,2-b]quinoline-3,14(4H)-dione